tert-butyl 3-((6-chloropyridin-2-yl)amino)propanoate ClC1=CC=CC(=N1)NCCC(=O)OC(C)(C)C